N,N'-Bis-(2-hydroxybenzyl)ethylen-diamin OC1=C(CNCCNCC2=C(C=CC=C2)O)C=CC=C1